C(CCCCCCCCCCC)OS(=O)(=O)C1=CC=CC=C1.[K] potassium dodecylbenzenesulfonate salt